(1S,3S)-methyl-3-((2-cyclopropyl-6-(5-((((2-cyclopropylethyl)(methyl)carbamoyl)oxy)methyl)-1-methyl-1H-1,2,3-triazol-4-yl)pyridin-3-yl)oxy)cyclohexanecarboxylate COC(=O)[C@@H]1C[C@H](CCC1)OC=1C(=NC(=CC1)C=1N=NN(C1COC(N(C)CCC1CC1)=O)C)C1CC1